4-difluoromethyl-N-(7-fluoro-1,1,3-trimethyl-4-indanyl)-2-methylsulfanyl-5-pyrimidinecarboxamide FC(C1=NC(=NC=C1C(=O)NC1=C2C(CC(C2=C(C=C1)F)(C)C)C)SC)F